FC1=C2C(C=C(NC2=CC(=C1C#CC1=C(C=CC=C1)OC)F)C=1C=C(C#N)C=CC1S(=O)(=O)C)=O 3-(5,7-Difluoro-6-((2-methoxyphenyl)ethynyl)-4-oxo-1,4-dihydroquinolin-2-yl)-4-(methylsulfonyl)benzonitrile